(Z)-hept-2-en-1-yl 12-(2-hydroxy ethyl)henicosanoate OCCC(CCCCCCCCCCC(=O)OC\C=C/CCCC)CCCCCCCCC